BrC=1C=C(C=C(C1)OC)N1N=CC(=C1)CC#N 2-(1-(3-bromo-5-methoxyphenyl)-1H-pyrazol-4-yl)acetonitrile